ClC=1C=C(C=CC1F)NC(N(C(C)C1=CNC(C2=NC=CN=C21)=O)C)=O 3-(3-chloro-4-fluorophenyl)-1-methyl-1-(1-(5-oxo-5,6-dihydropyrido[3,4-b]pyrazin-8-yl)ethyl)urea